CN1C(=CC=2C1=CN=C(C2)C2=NC=CC(=C2)C2=NOC(=N2)C(F)(F)F)C(=O)N2[C@H](COCC2)C (S)-(1-methyl-5-(4-(5-(trifluoromethyl)-1,2,4-oxadiazol-3-yl)pyridin-2-yl)-1H-pyrrolo[2,3-c]pyridin-2-yl)(3-methylmorpholino)methanone